3-benzylidene-6-((5-isopropyl-1-(3-morpholinyl)propylimidazol-4-yl)methylene)piperazine-2,5-dione C(C1=CC=CC=C1)=C1C(NC(C(N1)=O)=CC=1N=C(NC1C(C)C)C(CC)C1NCCOC1)=O